Cl.NCC(=O)N1CSCC1C#N 3-glycylthiazolidine-4-carbonitrile hydrochloride